FC(C1=CC(=CC(=N1)CO)C1=C(C=CC=C1C)C)F (6-(difluoromethyl)-4-(2,6-dimethylphenyl)-2-pyridyl)methanol